(3-amino-6-((1rs,2RS,3SR)-2,3-dimethylcyclopropyl)-1H-pyrazolo[3,4-b]pyridin-1-yl)(2-methoxyphenyl)methanone NC1=NN(C2=NC(=CC=C21)C2[C@@H]([C@@H]2C)C)C(=O)C2=C(C=CC=C2)OC |r|